BrC=1C=CC=C2C(=CNC12)F 7-bromo-3-fluoro-indole